N-(2-(4-((6-((1,4-dioxan-2-yl)methoxy)-4-(benzyloxy)pyridin-2-yl)ethynyl)phenoxy)ethyl)acetamide O1C(COCC1)COC1=CC(=CC(=N1)C#CC1=CC=C(OCCNC(C)=O)C=C1)OCC1=CC=CC=C1